3'-cyano-[1,1'-biphenyl] C(#N)C=1C=C(C=CC1)C1=CC=CC=C1